tert-butyl (R)-((1-(3-(benzyloxy)-2-hydroxypropyl)cyclohexyl) methyl)carbamate C(C1=CC=CC=C1)OC[C@@H](CC1(CCCCC1)CNC(OC(C)(C)C)=O)O